(1R,2S)-2-(4-cyanophenyl)cyclopropane-1-carboxylic acid C(#N)C1=CC=C(C=C1)[C@@H]1[C@@H](C1)C(=O)O